zinc bis(methyl ethyl phosphinate) CP([O-])(=O)CC.CP([O-])(=O)CC.[Zn+2]